C1(=CCCC1)C=O cyclopentene-1-carbaldehyde